2-[(2R)-3-(3,4-dihydro-1H-isoquinolin-2-yl)-2-hydroxy-propyl]-6-propyl-3,4-dihydroisoquinolin-1-one C1N(CCC2=CC=CC=C12)C[C@H](CN1C(C2=CC=C(C=C2CC1)CCC)=O)O